3-Cyclohexyl-D-alanin C1(CCCCC1)C[C@@H](N)C(=O)O